N-(4-((4-((2-(2,6-dioxopiperidin-3-yl)-1,3-dioxoisoindolin-5-yl)methyl)piperazin-1-yl)methyl)-3-(trifluoromethyl)phenyl)-3-(imidazo[1,2-b]pyridazin-3-ylethynyl)-4-methylbenzamide O=C1NC(CCC1N1C(C2=CC=C(C=C2C1=O)CN1CCN(CC1)CC1=C(C=C(C=C1)NC(C1=CC(=C(C=C1)C)C#CC1=CN=C2N1N=CC=C2)=O)C(F)(F)F)=O)=O